(2R)-3-methyl-2-sulfanylbutan-1-ol CC([C@H](CO)S)C